OCCCCCCC=1N=C(N(C1)C1=CC=CC=C1)NC(=O)C=1C=C(C=CC1)C=1C=CC(=NC1)NC(OC(C)(C)C)=O tert-butyl (5-(3-((4-(6-hydroxyhexyl)-1-phenyl-1H-imidazol-2-yl)carbamoyl)phenyl)pyridin-2-yl)carbamate